(1-methyl-2-oxabicyclo[2.1.1]Hexane-4-yl)methylamine CC12OCC(C1)(C2)CN